2-imino-6-methylhexahydropyrimidin-4-one N=C1NC(CC(N1)=O)C